4,4-difluoro-2-methylenebutanate FC(CC(C(=O)[O-])=C)F